NC1=NC=C(C2=C1C(=NN2[C@@H]2CN(CC2)C(C=C)=O)C#CC2=CC1=C(N(C=N1)CC)C=C2)C(=O)C2CC2 (S)-1-(3-(4-amino-7-(cyclopropanecarbonyl)-3-((1-ethyl-1H-benzo[d]imidazol-5-yl)ethynyl)-1H-pyrazolo[4,3-c]pyridin-1-yl)pyrrolidin-1-yl)prop-2-en-1-one